C12(CC(C1)C2)C[C@@H](C(=O)NN(C(=O)OC(C)(C)C)C[C@H]2C(NCC2)=O)NC(=O)C2=NOC(=C2)C(F)(F)F tert-butyl 2-((S)-3-(bicyclo[1.1.1]pentan-1-yl)-2-(5-(trifluoromethyl)isoxazole-3-carboxamido)propanoyl)-1-(((S)-2-oxopyrrolidin-3-yl)methyl)hydrazine-1-carboxylate